C(=O)C1(OC=CC1)C(=O)O 2-formyl-2-furancarboxylic acid